C(N)(=O)C1=CC=C2C=CC(=CC2=C1NCC(=C)C#N)C1=NC=CC(=N1)C(=O)NC1CCN(CC1)C 2-{7-carbamoyl-8-[(2-cyano-2-methylideneethyl)amino]naphthalen-2-yl}-N-(1-methylpiperidin-4-yl)pyrimidine-4-carboxamide